tert-butyl 2-[4-methyl-3-[[5-[(5-methyl-1-tetrahydropyran-2-yl-indazol-4-yl)carbamoyl]thiazol-2-yl]amino]pyrazol-1-yl]propanoate CC=1C(=NN(C1)C(C(=O)OC(C)(C)C)C)NC=1SC(=CN1)C(NC1=C2C=NN(C2=CC=C1C)C1OCCCC1)=O